NC=1SC2=C(N1)CC[C@@H](C2)N(CCC)CC2CCN(CC2)C(=O)C2=NC(=C(C=C2)F)Cl (S)-(4-(((2-amino-4,5,6,7-tetrahydrobenzo[d]thiazol-6-yl)(propyl)amino)methyl)piperidin-1-yl)(6-chloro-5-fluoropyridin-2-yl)methanone